4-(3-difluoromethyl-5-fluoro-4-(3-fluoro-4-methoxyphenyl)-1H-pyrrol-1-yl)aniline FC(C1=CN(C(=C1C1=CC(=C(C=C1)OC)F)F)C1=CC=C(N)C=C1)F